6-[[4-(trifluoromethyl)pyrazol-1-yl]methyl]-2-azaspiro[3.3]heptane-2-carboxylic acid tert-butyl ester C(C)(C)(C)OC(=O)N1CC2(C1)CC(C2)CN2N=CC(=C2)C(F)(F)F